sodium hydrosulfide, potassium salt [K+].[SH-].[Na+].[SH-]